2-((1r,2s)-2-aminocyclooctyl)-3,5-dichloro-N-(thiophen-2-ylmethyl)thieno[3,2-b]pyridin-7-amine N[C@@H]1[C@@H](CCCCCC1)C1=C(C2=NC(=CC(=C2S1)NCC=1SC=CC1)Cl)Cl